(-)-N-{4-[3-anilino-5,7-dimethyl-4-oxo-4,5,6,7-tetrahydro-1H-pyrrolo[3,2-c]pyridin-2-yl]pyridin-2-yl}-2-(4-fluorophenyl)acetamide N(C1=CC=CC=C1)C1=C(NC2=C1C(N(CC2C)C)=O)C2=CC(=NC=C2)NC(CC2=CC=C(C=C2)F)=O